7-Chloro-6-(3,6-dihydro-2H-pyran-4-yl)-2-methyl-3,4-dihydroquinazolin-4-yl 2,4,6-triisopropylbenzenesulfonate C(C)(C)C1=C(C(=CC(=C1)C(C)C)C(C)C)S(=O)(=O)OC1NC(=NC2=CC(=C(C=C12)C=1CCOCC1)Cl)C